CN(C(C)=O)CCC(C1=CC=CC=C1)=O N-methyl-N-(3-oxo-3-phenylpropyl)acetamide